17-Amino-6-fluoro-6,15-bis(trifluoromethyl)-19-oxa-3,4,18-triazatricyclo[12.3.1.12,5]nonadeca-1(18),2,4,14,16-pentaen-13-one NC1=CC(=C2C(CCCCCCC(C3=NN=C(C1=N2)O3)(C(F)(F)F)F)=O)C(F)(F)F